methylFluorine CF